methyl 2-(6-chloro-2-(trifluoromethoxy) pyridin-3-yl)-5-isopropyl-1H-pyrrole-3-carboxylate ClC1=CC=C(C(=N1)OC(F)(F)F)C=1NC(=CC1C(=O)OC)C(C)C